[Na+].C(C)(=O)O[C@H]1[C@@H](OCCCCCCS(=O)(=O)[O-])OC[C@H]([C@@H]1OC(C)=O)OC(C)=O 6-Sulfohexyl 2,3,4-tri-O-acetyl-α-D-xylopyranoside, Sodium Salt